BrC1=NC=C(C(=C1)C=1OC2=C(N1)C=C(C=C2)NC(OC(C)(C)C)=O)F tert-butyl (2-(2-bromo-5-fluoropyridin-4-yl)benzo[d]oxazol-5-yl)carbamate